OC(CCCC(=O)C(O)(C[N+](C)(C)C)CC([O-])=O)CC 5-Hydroxyheptanoyl-carnitine